ClC1=C(C=CC(=C1)C(F)(F)F)N1C(CCC1)C1=CC=CC(=N1)C(=O)O 6-(1-(2-chloro-4-(trifluoromethyl)phenyl)pyrrolidin-2-yl)picolinic acid